ClC=1C=C2C=C(NC2=CC1OCC=1SC(=CN1)C)CNC(=O)C1(CC1)C N-((5-chloro-6-((5-methylthiazol-2-yl)methoxy)-1H-indol-2-yl)methyl)-1-methylcyclopropane-1-carboxamide